(2-((Tetrahydro-2H-pyran-4-yl)oxy)quinolin-6-yl)methanol O1CCC(CC1)OC1=NC2=CC=C(C=C2C=C1)CO